iso-Hexanol C(CCC(C)C)O